FC=1C=C(C=O)C=C(C1)SC 3-fluoro-5-methylsulfanyl-benzaldehyde